N,2-dimethyl-N-[1-(oxan-4-yl)ethyl]propane-2-sulfinamide [phenyl-(benzoxy-L-alaninyl)]-(S)-phosphate C1(=CC=CC=C1)N([C@@H](C)C(=O)OP(=O)(O)O)OCC1=CC=CC=C1.CN(S(=O)C(C)(C)C)C(C)C1CCOCC1